(R)-(6-((3,4-difluorophenyl)sulfonyl)-1-(4-fluorophenyl)-4,4a,5,6,7,8-hexahydro-1H-pyrazolo[3,4-g]isoquinolin-4a-yl)(5-methylthiazol-2-yl)methanone FC=1C=C(C=CC1F)S(=O)(=O)N1C[C@]2(CC3=C(C=C2CC1)N(N=C3)C3=CC=C(C=C3)F)C(=O)C=3SC(=CN3)C